4-chloro-1-(3,3-difluorocyclobutyl)-6-oxo-1,6-dihydropyridine-3-carboxylic acid ClC=1C(=CN(C(C1)=O)C1CC(C1)(F)F)C(=O)O